ClC1=C(C=C(C=C1)NC(=O)NC1=C(C=CC=C1)CC)CC1=CC=C(C=C1)O[C@H]1COCC1 (R)-1-{4-chloro-3-{4-[(tetrahydrofuran-3-yl)oxy]benzyl}phenyl}-3-(2-ethylphenyl)urea